3-(6-bromo-pyridazin-3-ylcarbamoyl)-bicyclo[1.1.1]pentane-1-carboxylic acid methyl ester COC(=O)C12CC(C1)(C2)C(NC=2N=NC(=CC2)Br)=O